FC(C(C(F)(F)F)(O)C1=C(C=CC(=C1)C=O)C1=CC=CC=C1)(F)F (1,1,1,3,3,3-hexafluoro-2-hydroxypropan-2-yl)-[1,1'-biphenyl]-4-carboxaldehyde